N-(5-methoxy-6-((8'-methyl-1',5'-dioxo-1',5'-dihydro-2'H-spiro[cyclohexane-1,3'-imidazo[1,5-a]pyridin]-6'-yl)amino)pyrimidin-4-yl)cyclopropanecarboxamide COC=1C(=NC=NC1NC1=CC(=C2N(C1=O)C1(NC2=O)CCCCC1)C)NC(=O)C1CC1